O=S1(CCN(CC1)CC=1C=C2C=CC(=NC2=CC1)C=O)=O 6-((1,1-dioxidothiomorpholino)methyl)quinoline-2-carbaldehyde